Lysergic acid 2-butyl amide CC(CC)NC(=O)[C@H]1CN(C)[C@@H]2CC3=CNC4=CC=CC(C2=C1)=C34